ClC=1C(=NC=C(C1)CN1C(NC2=C1C=CC=C2)=O)CC2(CCC2)C#N ((3-chloro-5-((2-oxo-2,3-dihydro-1H-benzo[d]imidazol-1-yl)methyl)pyridin-2-yl)methyl)cyclobutane-1-carbonitrile